FC(CNC=1N=CC2=C(N1)NC=C2C=2C=CC=1N(N2)C(=CN1)C)(C)F N-(2,2-difluoropropyl)-5-(3-methylimidazo[1,2-b]pyridazin-6-yl)-7H-pyrrolo[2,3-d]pyrimidin-2-amine